3-((2,2,7-trifluoro-3-oxo-6-(perfluorophenyl)-2,3-dihydro-4H-benzo[b][1,4]oxazin-4-yl)methyl)benzoic acid FC1(C(N(C2=C(O1)C=C(C(=C2)C2=C(C(=C(C(=C2F)F)F)F)F)F)CC=2C=C(C(=O)O)C=CC2)=O)F